7-(3-methylphenyl)-3,7-dihydro-4H-pyrrolo[2,3-d]pyrimidin-4-one CC=1C=C(C=CC1)N1C=CC2=C1N=CNC2=O